[C].N1=NN=C(C=C1)C1=NN=NC=C1 bio-triazine carbon